tert-butyl 3-(7-(6-(bis(4-methoxybenzyl)amino)-4-methyl-3-(trifluoromethyl)pyridin-2-yl)-6-chloro-2,8-difluoroquinazolin-4-yl)-3,8-diazabicyclo[3.2.1]octane-8-carboxylate COC1=CC=C(CN(C2=CC(=C(C(=N2)C2=C(C=C3C(=NC(=NC3=C2F)F)N2CC3CCC(C2)N3C(=O)OC(C)(C)C)Cl)C(F)(F)F)C)CC3=CC=C(C=C3)OC)C=C1